4-methyl-2-[(5-methylpyridin-2-yl)methyl]-8-(trifluoromethyl)-4,5-dihydro-2H-furo[2,3-g]indazole-7-carboxylate CC1C2=CN(N=C2C2=C(C1)OC(=C2C(F)(F)F)C(=O)[O-])CC2=NC=C(C=C2)C